FC1=CC=C(C=C1)C=1OC(=NN1)N1[C@H](C2=C(CC1)NC=N2)C2=NN1C(C(=CC=C1)C(F)(F)F)=C2 (R)-2-(4-fluorophenyl)-5-(4-(4-(trifluoromethyl)pyrazolo[1,5-a]pyridin-2-yl)-1,4,6,7-tetrahydro-5H-imidazo[4,5-c]pyridin-5-yl)-1,3,4-oxadiazole